C1=C(C=CC2=CC=CC=C12)O[C@@H](C(=O)N)C |r| (RS)-alpha-2-naphthyloxypropionamide